CC=1C=C2CC3(CCNCC3)C(C2=CC1)=O 5-methylspiro[indene-2,4'-piperidin]-1(3H)-one